sodium dioxalate borate B([O-])(O)O.C(C(=O)O)(=O)O.C(C(=O)O)(=O)O.[Na+]